C(C)OC(CCCCNC1=C(C=C(C=C1F)C=1C(=NC=CC1)OC1CCCC1)F)=O 5-[4-[2-(cyclopentyloxy)-3-pyridinyl]-2,6-difluoro-anilino]Valeric acid ethyl ester